tert-butyl 4-(3-(4-methoxybenzyl)-8-methyl-4-oxo-3,4,5,6,7,8-hexahydropyrido[2,3-d]pyrimidin-2-yl)-2-azabicyclo[2.1.1]hexane-2-carboxylate COC1=CC=C(CN2C(=NC3=C(C2=O)CCCN3C)C32CN(C(C3)C2)C(=O)OC(C)(C)C)C=C1